potassium monohydroxybenzylacrylate OC=C(C(=O)[O-])CC1=CC=CC=C1.[K+]